N1CC(C1)C1=CC=C2C(=N1)N(C(=C2)C2=NC1=C(N2C)C(=CC(=C1)C(=O)N1C[C@@H](C[C@H](C1)F)N)OC)CC1CC1 (3R,5R)-1-(2-[6-(azetidin-3-yl)-1-(cyclopropylmethyl)-1H-pyrrolo[2,3-b]pyridin-2-yl]-7-methoxy-1-methyl-1H-1,3-benzodiazole-5-carbonyl)-5-fluoropiperidin-3-amine